BrC1=CC(=C(C=C1C)CC(=O)OCC)CCC(O)C1=C(C=CC(=C1)C#N)COC1=NC(=CC=C1)Cl Ethyl 2-[4-bromo-2-[3-[2-[(6-chloro-2-pyridyl)oxymethyl]-5-cyano-phenyl]-3-hydroxy-propyl]-5-methyl-phenyl]acetate